Cl.Cl.CC=1C=C(C=C(C1)COC1=CC=C(C(=N)NC(C)C)C=C1)COC1=CC=C(C(=N)NC(C)C)C=C1 4,4'-((5-methyl-1,3-phenylene)bis(methylene)bis(oxy))bis(N-isopropylbenzamidine) dihydrochloride